C(C1=CC=CC=C1)OC(=O)N1CC(N(CC1)CC1=C2C=CN(C2=C(C=C1OC)C)C(=O)OC(C)(C)C)C1=CC(=C(C=C1)C(=O)OC)F tert-butyl 4-((4-((benzyloxy)carbonyl)-2-(3-fluoro-4-(methoxycarbonyl)phenyl)piperazin-1-yl)methyl)-5-methoxy-7-methyl-1H-indole-1-carboxylate